3-hydroxy-propionic Acid, Methyl Ester OCCC(=O)OC